COC1(CC(C1)OC)C1=CC=C(C=C1)B1OC(C(O1)(C)C)(C)C 2-(4-(1,3-dimethoxycyclobutyl)phenyl)-4,4,5,5-tetramethyl-1,3,2-dioxaborolane